2-fluoro-N-(4-fluorobenzyl)-4-methyl-5-((2,2,2-trifluoroethyl)thio)aniline FC1=C(NCC2=CC=C(C=C2)F)C=C(C(=C1)C)SCC(F)(F)F